4-methoxy-3-(3-methoxypropoxy)benzaldehyde COC1=C(C=C(C=O)C=C1)OCCCOC